2,2-bis(4-hydroxyphenyl)propane COPPER-ALUMINUM FLUORINE [F].[Al].[Cu].OC1=CC=C(C=C1)C(C)(C)C1=CC=C(C=C1)O